C(C)N1C(C(CC1)C1=CC=2C(=NC=CC2NC=2C=CC3=C(N=CS3)C2F)S1)(C)C N-(2-(1-ethyl-2,2-dimethylpyrrolidin-3-yl)thieno[2,3-b]pyridin-4-yl)-4-fluorobenzo[d]thiazol-5-amine